3-(5-fluoro-1H-indol-3-yl)-2-methyl-1-(3,4,5-trimethoxyphenyl)prop-2-en-1-one FC=1C=C2C(=CNC2=CC1)C=C(C(=O)C1=CC(=C(C(=C1)OC)OC)OC)C